1-(3-(4-chlorophenyl)-1,2,4-oxadiazol-5-yl)-N-((1-((5-methylpyridin-2-yl)methyl)pyrrolidin-3-yl)methyl)piperidine-4-carboxamide ClC1=CC=C(C=C1)C1=NOC(=N1)N1CCC(CC1)C(=O)NCC1CN(CC1)CC1=NC=C(C=C1)C